ClC1=C2C=CC=NC2=CC(=C1F)Cl 5,7-dichloro-6-fluoroquinoline